CC(C)OC1=CC=C(C=C1)NS(=O)(=O)C1=CC=C(C=C1)NC(NCC=1C=NC=CC1)=O 3-(4-{[4-(propan-2-yloxy)phenyl]sulfamoyl}phenyl)-1-(pyridin-3-ylmethyl)urea